ClC=1C=C(C(=NC1)N1CC(N(C2(CN(C2)C2=NC=C(C=C2)F)C1=O)CC1=CC=C(C=C1)F)=O)C 8-(5-chloro-3-methylpyridin-2-yl)-5-(4-fluorobenzyl)-2-(5-fluoropyridin-2-yl)-2,5,8-triazaspiro[3.5]nonane-6,9-dione